N(=[N+]=[N-])CCC1=CC(=C(C=C1)OC)OC 4-(2-Azidoethyl)-1,2-dimethoxybenzene